C1(CC1)C1=CC=2C(=NC(=C(C2)S(=O)(=O)C)NC(C(C)(C)C)=O)S1 N-(2-cyclopropyl-5-(methylsulfonyl)thieno[2,3-b]pyridin-6-yl)pivalamide